[Si](C)(C)(C(C)(C)C)OC1=CC=C(C=C1)C(C(C)=O)(OCC)OCC 4-((tert-butyldimethylsilyl)oxy)phenyl-1,1-diethoxypropan-2-one